ethylbis(methylindenyl)zirconium dichloride [Cl-].[Cl-].C(C)[Zr+2](C1C(=CC2=CC=CC=C12)C)C1C(=CC2=CC=CC=C12)C